1-(6-(5,6-difluoro-1-(tetrahydro-2H-pyran-2-yl)-1H-indazol-3-yl)-3,4-dihydro-1,5-naphthyridin-1(2H)-yl)-2-methoxyethan-1-one FC=1C=C2C(=NN(C2=CC1F)C1OCCCC1)C=1N=C2CCCN(C2=CC1)C(COC)=O